4'-(6-Chloro-7-methoxy-2-methyl-4-oxo-1,4-dihydroquinolin-3-yl)-[1,1'-biphenyl]-4-carbonitrile ClC=1C=C2C(C(=C(NC2=CC1OC)C)C1=CC=C(C=C1)C1=CC=C(C=C1)C#N)=O